C(C)OC(=O)[C@@H]1OC(O[C@H]1C1=CN=C(S1)Cl)(C)C.CNN(CCN)NC N,N-dimethylamino ethylenediamine (4R,5R)-ethyl-5-(2-chlorothiazol-5-yl)-2,2-dimethyl-1,3-dioxolane-4-carboxylate